heptaoxadocosan OOOOOOOCCCCCCCCCCCCCCC